C1(=C(C=CC=C1)C#CC(=O)OC1=NC(=CC=C1)N(C)C(C(=O)OC)C)C 6-((1-methoxy-1-oxopropan-2-yl)(methyl)amino)pyridin-2-yl 3-(o-tolyl)propiolate